C(C)N(C=1C=C2OC3=CC(C=CC3=C(C2=CC1)C1=C(C=CC=C1)C(NCCS)=O)=[N+](CC)CC)CC N-(6-(diethylamino)-9-(2-((2-mercaptoethyl)carbamoyl)phenyl)-3H-xanthen-3-ylidene)-N-ethylethylammonium